BrC=1C(N(CCC1)C(C=C)=O)=O 3-(3-bromo-2-oxo-5,6-dihydropyridin-1(2H)-yl)-3-oxoprop-1-en